C(C)(C)(C)OC(=O)N1C[C@H](CC1)N(C)C1=C2C=CC=NC2=CC(=C1)F (S)-3-((7-fluoroquinolin-5-yl)(methyl)amino)pyrrolidine-1-carboxylic acid tert-butyl ester